CC=1C(=NC=C(C1C)C(F)(F)F)C(=O)OC methyl 3,4-dimethyl-5-(trifluoromethyl)picolinate